C1(=CC=CC=C1)P(C1=CC=CC=2C(C3=CC=CC(=C3OC12)P(C1=CC=CC=C1)C1=CC=CC=C1)(C)C)C1=CC=CC=C1 4,5-bis-diphenylphosphino-9,9-dimethylXanthene